O=C1N(C2=C(OC1)N=CC(=N2)N2C(OC1(C2)CCC(CC1)=O)=O)COCC[Si](C)(C)C 3-[3-Oxo-4-(2-trimethylsilylethoxymethyl)pyrazino[2,3-b][1,4]oxazin-6-yl]-1-oxa-3-azaspiro[4.5]decane-2,8-dione